tert-butyl (S)-((3'-chloro-2'-(2-chloro-3-(4-methoxy-5-vinylpicolinamido)phenyl)-6-methoxy-[2,4'-bipyridin]-5-yl)methyl)((5-oxopyrrolidin-2-yl)methyl)carbamate ClC=1C(=NC=CC1C1=NC(=C(C=C1)CN(C(OC(C)(C)C)=O)C[C@H]1NC(CC1)=O)OC)C1=C(C(=CC=C1)NC(C1=NC=C(C(=C1)OC)C=C)=O)Cl